1,1-diethoxy-3,7-dimethylocta-2,6-diene C(C)OC(C=C(CCC=C(C)C)C)OCC